ClC=1C2=C(N=C(N1)N1CCOCC1)N(CC2)CC(C)C 4-(4-Chloro-7-isobutyl-6,7-dihydro-5H-pyrrolo[2,3-d]pyrimidin-2-yl)morpholine